[(3S)-1-isopropyl-5-oxo-pyrrolidin-3-yl]4-[3-[2-(cyclopropoxy)-3-pyridyl]pyrazolo[1,5-a]pyrimidin-5-yl]piperazine-1-carboxylate C(C)(C)N1C[C@H](CC1=O)OC(=O)N1CCN(CC1)C1=NC=2N(C=C1)N=CC2C=2C(=NC=CC2)OC2CC2